NC1(CCN(CC1)C1=NC(=C2C(=N1)NN=C2Br)C#N)C=2C=NC=CC2 6-(4-Amino-4-(pyridin-3-yl)piperidin-1-yl)-3-bromo-1H-pyrazolo[3,4-d]pyrimidine-4-carbonitrile